O[C@H](C)C1=NC=2C(=C3C(=NC2)NC=C3)N1C1CCC(CNC1)CC#N 2-(1-(2-((R)-1-hydroxyethyl)imidazo[4,5-d]pyrrolo[2,3-b]pyridine-1(6H)-yl)-6-azacycloheptane-4-yl)acetonitrile